FC(C=1C=C(CNC(=O)[C@@H]2[C@H]3CC[C@@H](C2)C3)C=CC1)(F)F (1S,2S,4R)-N-(3-(trifluoromethyl)benzyl)bicyclo[2.2.1]heptane-2-carboxamide